ClC=1C=C(C=CC1Cl)C=1N(C(=CC(C1C(=O)OCC)=O)CN1C=NC(=C1)C(F)(F)F)CC ethyl 2-(3,4-dichlorophenyl)-1-ethyl-4-oxo-6-[[4-(trifluoromethyl)imidazol-1-yl]methyl]pyridine-3-carboxylate